N-(1-(3,4-dichlorobenzyl)-2,3-diketoindol-5-yl)-3-bromobenzamide ClC=1C=C(CN2C(C(C3=CC(=CC=C23)NC(C2=CC(=CC=C2)Br)=O)=O)=O)C=CC1Cl